NC1CC2(CC(C2)C(=O)NC(C=2C=NC=CC2)C2=CC(=C3C=CC=NC3=C2O)Cl)C1 6-amino-N-((5-chloro-8-hydroxyquinolin-7-yl)(pyridin-3-yl)methyl)spiro[3.3]heptane-2-carboxamide